6-chloro-1-(2,6-diethylphenyl)-7-(2-((dimethylamino)methyl)-4-morpholinyl)-4-((2S)-2-methyl-4-(2-propenoyl)-1-piperazinyl)pyrido[2,3-d]pyrimidin-2(1H)-one ClC1=CC2=C(N(C(N=C2N2[C@H](CN(CC2)C(C=C)=O)C)=O)C2=C(C=CC=C2CC)CC)N=C1N1CC(OCC1)CN(C)C